2-(1-(3-chloro-5-fluoro-2-((4-methoxyphenoxy)methyl)phenyl)ethylamino)-2-methylpropanoic acid ClC=1C(=C(C=C(C1)F)C(C)NC(C(=O)O)(C)C)COC1=CC=C(C=C1)OC